BrC1=C(C=C(C=C1)Cl)C=1C=NN(C(C1)=O)[C@H](C(=O)NC1=CC=C(C(=O)OC(C)(C)C)C=C1)CC1=CC=CC=C1 tert-butyl (S)-4-(2-(4-(2-bromo-5-chlorophenyl)-6-oxopyridazin-1(6H)-yl)-3-phenylpropanamido)benzoate